2-[1-(isopropylsulfonyl)azetidin-3-ylidene]acetonitrile C(C)(C)S(=O)(=O)N1CC(C1)=CC#N